C12CC(CC(CC1)O2)C(CCl)=O 1-(8-oxabicyclo[3.2.1]oct-3-yl)-2-chloroethan-1-one